4-((4-methoxybenzyl)amino)-4,5-dihydroimidazo[1,5-a]quinoxaline-7-carboxylic acid methyl ester COC(=O)C=1C=C2NC(C=3N(C2=CC1)C=NC3)NCC3=CC=C(C=C3)OC